O=C(CCC(=O)OCCCCCN1C([C@H]2[C@@H]3C=C[C@H]([C@H]2C1=O)C3)=O)\C=C\C3=CC=CC=C3 5-((3aR,4R,7S,7aS)-1,3-dioxo-1,3,3a,4,7,7a-hexahydro-2H-4,7-methanoisoindol-2-yl)pentyl (E)-4-oxo-6-phenylhex-5-enoate